O1C(OCC1)C=1C=C(C=NC1OC)C(CC(=O)O)N1N=CC2=CC(=CC=C12)OCCC1=NC=2NCCCC2C=C1 3-(5-(1,3-dioxolan-2-yl)-6-methoxypyridin-3-yl)-3-(5-(2-(5,6,7,8-tetrahydro-1,8-naphthyridin-2-yl)ethoxy)-1H-indazol-1-yl)propionic acid